S1C=NC2=C1C=CC(=C2)C2=CCCCN2C(=O)OC(C)(C)C Tert-butyl 6-(benzo[d]thiazol-5-yl)-3,4-dihydropyridine-1(2H)-carboxylate